ClC=1C=C2C=C(NC2=CC1OCC=1N=CSC1)CNC(=O)C1CC(C1)(F)F N-((5-chloro-6-(thiazol-4-ylmethoxy)-1H-indol-2-yl)methyl)-3,3-difluorocyclobutane-1-carboxamide